N-hydroxy-3-(methyl(1-methyl-5-(pyridin-3-yl)-6-(trifluoromethyl)-1H-benzo[d]imidazol-2-yl)amino)benzamide ONC(C1=CC(=CC=C1)N(C1=NC2=C(N1C)C=C(C(=C2)C=2C=NC=CC2)C(F)(F)F)C)=O